ClC(C=1N=C2N(C(=CC=C2)C(F)(F)F)C1)Cl 2-(dichloromethyl)5-(trifluoromethyl)imidazo[1,2-a]Pyridine